5-((2,6-diethyl-5-fluoro-3,4-dihydroquinolin-1(2H)-yl)sulfonyl)-2-((tetrahydro-2H-pyran-4-yl)methoxy)benzyl Alcohol C(C)C1N(C2=CC=C(C(=C2CC1)F)CC)S(=O)(=O)C=1C=CC(=C(CO)C1)OCC1CCOCC1